6-ethynylbenzo[c]isothiazole C(#C)C=1C=CC=2C(=NSC2)C1